C(C)(C)(C)OC(=O)NCC[C@@H](C(=O)O)O N-tert-butoxycarbonyl-4-amino-2(S)-hydroxybutyric acid